BrC(C(=O)NC=1N=NC(=CC1)OCC(C)(C)C)C 2-bromo-N-(6-(neopentyloxy)pyridazin-3-yl)propanamide